6-chloro-4-((2S,4S,5R)-5-ethyl-4-((5-isopropoxypyridin-2-yl)oxy)-2-methylpiperidin-1-yl)-1-methylpyrido[3,2-d]pyrimidin-2(1H)-one ClC=1C=CC=2N(C(N=C(C2N1)N1[C@H](C[C@@H]([C@@H](C1)CC)OC1=NC=C(C=C1)OC(C)C)C)=O)C